NC1=CC=C(C=C1)N1C(C=C(C2=C1N=C(N=C2)NC2=C(C=CC=C2)OC)C#C)=O 8-(4-Aminophenyl)-5-ethynyl-2-((2-methoxyphenyl)amino)pyrido[2,3-d]pyrimidin-7(8H)-one